(S)-N-(3-(piperidin-1-yl)propyl)-2-(4-(pyrrolidin-2-yl)phenyl)benzo[d]imidazo[2,1-b]thiazole-7-carboxamide N1(CCCCC1)CCCNC(=O)C1=CC2=C(N3C(S2)=NC(=C3)C3=CC=C(C=C3)[C@H]3NCCC3)C=C1